CN1CC(C1)(C)[C@@](C=1C=C(C=NC1)CCC(C)(C)N1C(NCC1)=O)(C1=CC=C(C=C1)C(C)C)O 1-(3-{5-[(R)-(1,3-dimethyl-azetidin-3-yl)-hydroxy-(4-isopropyl-phenyl)-methyl]-pyridin-3-yl}-1,1-dimethyl-propyl)-imidazolidin-2-one